N1N=CC2=C(C=CC=C12)C1=CC=C(S1)C(C)NC1=NC(=NC2=CC(=C(C=C12)OC)OC)C N-{1-[5-(1H-indazol-4-yl)thiophen-2-yl]ethyl}-6,7-dimethoxy-2-methylquinazolin-4-amine